N[C@H](C(=O)N[C@H](C(=O)N[C@@H](C(=O)N[C@@H](CC1=CC=C(C=C1)O)C(=O)O)CC1=CC=C(C=C1)C)CCCNC(CCCCCCC)=O)CC=1N=CN(C1)C(C1=CC=CC=C1)C1=CC=CC=C1 ((R)-2-((S)-2-((S)-2-amino-3-(1-benzhydryl-1H-imidazol-4-yl)propanamido)-5-octanamidopentanamido)-3-(p-tolyl)propanoyl)-L-tyrosine